8-[1-(2,2-difluoroethyl)-1H-pyrazolo[3,4-b]pyrazin-6-yl]-2-{[4-(trifluoromethyl)phenyl]methyl}-2,8-diazaspiro[4.5]decan-3-one FC(CN1N=CC=2C1=NC(=CN2)N2CCC1(CC(N(C1)CC1=CC=C(C=C1)C(F)(F)F)=O)CC2)F